N1C(C=NC=C1)=O 2H-pyrazinone